5-iodopyridine IC=1C=CC=NC1